NC1CC(CCC1)N1N=C(C(=C1OCC)C=1C=C2C=NN(C2=CC1)C)C1=CC(=C(C#N)C=C1)F 4-(1-(3-aminocyclohexyl)-5-ethoxy-4-(1-methyl-1H-indazol-5-yl)-1H-pyrazol-3-yl)-2-fluorobenzonitrile